Cl.FC(OC1=C(OCCN(C2(CCOCC2)C(=O)NC2(CC2)C2=CC=C(C(=O)O)C=C2)C)C=CC=C1)(F)F 4-[1-[[4-[2-(2-Trifluoromethoxyphenoxy)ethyl-methyl-amino]tetrahydropyran-4-carbonyl]amino]cyclopropyl]benzoic acid, hydrochloride